CC1=C(N=C(O1)C1=C(C(=C(C(=C1[2H])[2H])[2H])[2H])[2H])CC(O)([2H])[2H] 2-(5-methyl-2-(phenyl-d5)oxazol-4-yl)ethan-1,1-d2-1-ol